C(#N)C1=CC=2N(N=C1)C(=CC2)C2=CC(=C(C=N2)C2=NN=C(S2)N2CCC(CC2)NC(OC(C)(C)C)=O)NC(C)C tert-butyl N-{1-[5-(6-{3-cyanopyrrolo[1,2-b]pyridazin-7-yl}-4-(isopropylamino)pyridin-3-yl)-1,3,4-thiadiazol-2-yl]piperidin-4-yl}carbamate